4-[4-(1,3-Benzooxazol-2-yl)piperidin-1-yl]-1,6-dimethyl-2-oxo-1,2-dihydroquinoline-3-carbonitrile O1C(=NC2=C1C=CC=C2)C2CCN(CC2)C2=C(C(N(C1=CC=C(C=C21)C)C)=O)C#N